5-fluoro-2-methoxyPhenyl-benzamide FC=1C=CC(=C(C1)C1=C(C(=O)N)C=CC=C1)OC